(3E)-1-bromo-17,17-diethoxy-3-heptadecene BrCC\C=C\CCCCCCCCCCCCC(OCC)OCC